FC1=CC=C(C=C1)C(C=CC1=CC=C(C=C1)OCCCCCCCCO)=O 1-(4-Fluorophenyl)-3-[4-(8-hydroxyoctoxy)phenyl]prop-2-en-1-one